CN([C@@H]1CN(CC1)CC1=CC(=NC=C1)C=1C=C2CN(C(C2=CC1)=O)C1CNCCC1)C 3-(5-(4-(((S)-3-(dimethylamino)pyrrolidin-1-yl)methyl)pyridin-2-yl)-1-oxoisoindolin-2-yl)piperidine